2-glycidoxybutyl-triethoxysilane C(C1CO1)OC(C[Si](OCC)(OCC)OCC)CC